ClC1=CC=C(C=C1)C(C(CC=1C(=C(C(=O)N)C=CC1F)C)(F)F)(C)O (3-(4-chlorophenyl)-2,2-difluoro-3-hydroxybutyl)-4-fluoro-2-methylbenzamide